C(C=C)OC([C@H](C[C@H](CC1=CC=CC=C1)NC(=O)C=1N=C(SC1)[C@@H](C[C@H](C(C)C)N(C([C@H]([C@H](CC)C)N)=O)C)OC)C)=O (2S,4R)-allyl-4-(2-((1R,3R)-3-((2S,3S)-2-amino-N,3-dimethyl-pentanamido)-1-methoxy-4-methylpentyl)thiazole-4-carboxamido)-2-methyl-5-phenylpentanoate